(R)-(1-(2-fluoro-5-(trifluoromethoxy)phenyl)ethyl)carbamic acid tert-butyl ester C(C)(C)(C)OC(N[C@H](C)C1=C(C=CC(=C1)OC(F)(F)F)F)=O